(R,E)-3-(1-(2-fluoro-4-(1-methyl-1H-1,2,3-triazol-4-yl)-N-(piperidin-3-yl)benzamido)isoquinolin-6-yl)acrylic acid FC1=C(C(=O)N([C@H]2CNCCC2)C2=NC=CC3=CC(=CC=C23)/C=C/C(=O)O)C=CC(=C1)C=1N=NN(C1)C